C1(=CCCC1)C1=C(C=NC2=CC=CC=C12)N 4-cyclopentenylquinolin-3-amine